(3R,4S)-4-methyloxolan-3-ol C[C@@H]1[C@H](COC1)O